(S)-2-((R)-6-fluoro-1-methylisochroman-8-yl)-2-(methyl((1S,3S)-3-(4-(5,6,7,8-tetrahydro-1,8-naphthyridin-2-yl)butoxy)cyclopentyl)amino)acetic acid FC=1C=C2CCO[C@@H](C2=C(C1)[C@@H](C(=O)O)N([C@@H]1C[C@H](CC1)OCCCCC1=NC=2NCCCC2C=C1)C)C